FC1=CC(=C(C=C1)C1=CC=C(C=C1)C)COC1=CC=C(C=C1)C(C(=O)O)C 4-[(4-fluoro-4'-methyl-[1,1'-biphenyl]-2-yl)methoxy]-phenylpropionic acid